[Al].O1C(OCC1)C=1N=CSC1 4-(1,3-dioxolan-2-yl)thiazole aluminum